(2R)-2-(tert-butoxycarbonylamino)-3-methoxy-propanoic acid C(C)(C)(C)OC(=O)N[C@@H](C(=O)O)COC